COS(=O)(=O)[O-].[Mn+3].COS(=O)(=O)[O-].COS(=O)(=O)[O-] manganese(III) methylsulfate